tri-tert-butyl 3,3',3''-(((2R,3R,4R,5S)-2-(((2-(((benzyloxy)carbonyl)amino)ethyl)amino)methyl)tetrahydro-2H-pyran-3,4,5-triyl)tris(oxy))tripropionate C(C1=CC=CC=C1)OC(=O)NCCNC[C@H]1OC[C@@H]([C@H]([C@@H]1OCCC(=O)OC(C)(C)C)OCCC(=O)OC(C)(C)C)OCCC(=O)OC(C)(C)C